(2r,3s,5r)-5-(6-amino-2-methoxy-9H-purin-9-yl)-2-ethyl-2-(hydroxymethyl)tetrahydrofuran-3-ol NC1=C2N=CN(C2=NC(=N1)OC)[C@H]1C[C@@H]([C@](O1)(CO)CC)O